C(#N)N1C[C@@H](CC1)NC(C1=C(C=C(C=C1)C=1C=NN(C1)C)F)=O (R)-N-(1-cyanopyrrolidin-3-yl)-2-fluoro-4-(1-methyl-1H-pyrazol-4-yl)benzamide